FC(C=1C=C(C=CC1C(=O)O)C1=CC=CC=C1)(F)F 3-(trifluoromethyl)-[1,1'-biphenyl]-4-carboxylic acid